lead-cesium bromide [Br-].[Cs+].[Pb+2].[Br-].[Br-]